N-(4-(2-(2-Amino-4-(trifluoromethyl)phenyl)-3H-imidazo[4,5-b]pyridin-7-yl)-2-fluorobenzyl)-3-(tert-butyl)-1,2,4-oxadiazole-5-carboxamide NC1=C(C=CC(=C1)C(F)(F)F)C1=NC=2C(=NC=CC2C2=CC(=C(CNC(=O)C3=NC(=NO3)C(C)(C)C)C=C2)F)N1